2-(5-methyl-2-isopropylcyclohexyloxy)-1,3-propanediol CC1CCC(C(C1)OC(CO)CO)C(C)C